NC1=NC=CC=C1C1=NC=2C(=NC(=CC2)C=2C=C(C=CC2)N2CCC(CC2)N(C(C)=O)C)N1C1=CC=C(C=C1)CCl N-(1-(3-(2-(2-Aminopyridin-3-yl)-3-(4-(chloromethyl)phenyl)-3H-imidazo[4,5-b]pyridin-5-yl)phenyl)piperidin-4-yl)-N-methylacetamide